(1S)-2,2-difluorocyclopropyl-formic acid FC1([C@@H](C1)C(=O)O)F